C(C=C)N(C(C=C)=O)CC=C N,N-diallyl-acrylamide